N-(3-(4,4-Difluoropiperidin-1-yl)-5-methylphenyl)-3-(6-azaspiro[2.5]octan-6-yl)isonicotinamide FC1(CCN(CC1)C=1C=C(C=C(C1)C)NC(C1=C(C=NC=C1)N1CCC2(CC2)CC1)=O)F